(E)-7-(3-(2-cyanobenzylidene)-2,5-dioxopyrrolidinyl)heptanoic acid ethyl ester C(C)OC(CCCCCCN1C(/C(/CC1=O)=C/C1=C(C=CC=C1)C#N)=O)=O